COC(C1=NC=CC=C1CN1N=C(C=C1C)N)=O ((3-amino-5-methyl-1H-pyrazol-1-yl)methyl)picolinic acid methyl ester